3-({[2-fluoro-5-pyrimidin-2-yl-4-(trifluoromethyl)phenyl]carbonyl}amino)-N-(2-hydroxyethyl)-2-phenyl-2H-indazole-6-carboxamide FC1=C(C=C(C(=C1)C(F)(F)F)C1=NC=CC=N1)C(=O)NC=1N(N=C2C=C(C=CC12)C(=O)NCCO)C1=CC=CC=C1